5-[8-[(1S,2S)-2-(2-pyridyl)cyclopropyl]imidazo[1,2-b]pyridazin-6-yl]-1H-pyrimidine-2,4-dione N1=C(C=CC=C1)[C@@H]1[C@H](C1)C=1C=2N(N=C(C1)C=1C(NC(NC1)=O)=O)C=CN2